C(CN1C(C(NC(C1)(C)C)(C)C)=O)N1C(C(NC(C1)(C)C)(C)C)=O 1,1'-(1,2-Ethandiyl)-bis(3,3,5,5-tetramethyl-piperazinon)